ClC1=C(C(=NC(=N1)N)NCCN1CCN(CC1)C1=C(C=CC=C1)F)N 6-chloro-N4-(2-(4-(2-fluorophenyl)piperazin-1-yl)ethyl)pyrimidine-2,4,5-triamine